2,2'-Oxydipropanol O(C(CO)C)C(CO)C